((2R,3R,4S,5R)-3-(benzoyloxy)-4-fluoro-5-(5-methyl-2,4-dioxo-3,4-dihydropyrimidin-1(2H)-yl)tetrahydrofuran-2-yl)methyl benzoate C(C1=CC=CC=C1)(=O)OC[C@H]1O[C@H]([C@H]([C@@H]1OC(C1=CC=CC=C1)=O)F)N1C(NC(C(=C1)C)=O)=O